4-((S or R)-4-((1R,5S)-3,8-diazabicyclo[3.2.1]octan-3-yl)-6-chloro-8-fluoro-2-(3-((R)-2-methyl-pyrrolidin-1-yl)propoxy)quinazolin-7-yl)naphthalen [C@H]12CN(C[C@H](CC1)N2)C2=NC(=NC1=C(C(=C(C=C21)Cl)C2=CC=CC1=CC=CC=C21)F)OCCCN2[C@@H](CCC2)C